ClCC/C(=C(\C1=CC=CC=C1)/C1=CC=C(OCCN(C(CCNC2=C3C(N(C(C3=CC=C2)=O)C2C(NC(CC2)=O)=O)=O)=O)C)C=C1)/C1=CC=CC=C1 (Z)-N-(2-(4-(4-chloro-1,2-diphenylbut-1-en-1-yl)phenoxy)ethyl)-3-((2-(2,6-dioxopiperidin-3-yl)-1,3-dioxoisoindolin-4-yl)amino)-N-methylpropanamide